3-(5-amino-2-((5-(6-methylpyridin-2-yl)-1H-tetrazol-1-yl)methyl)-8-(pyrimidin-4-yl)-[1,2,4]triazolo[1,5-c]pyrimidin-7-yl)benzonitrile NC1=NC(=C(C=2N1N=C(N2)CN2N=NN=C2C2=NC(=CC=C2)C)C2=NC=NC=C2)C=2C=C(C#N)C=CC2